BrCC=1C(=NN(C1Cl)C)C(F)(F)F 4-bromomethyl-5-chloro-1-methyl-3-trifluoromethyl-1H-pyrazole